5-cyclopropyl-2-[1H-pyrrolo[2,3-b]pyridin-3-yl]pyridine C1(CC1)C=1C=CC(=NC1)C1=CNC2=NC=CC=C21